(S)-tert-butyl 3-(((benzyloxy)carbonyl) amino)-4-(((S)-1-((5-(2-((tert-butoxycarbonyl)(methyl) amino)ethoxy)-2-methylbenzyl)amino)-1-oxo-4-phenylbutan-2-yl)amino)-4-oxobutanoate C(C1=CC=CC=C1)OC(=O)N[C@@H](CC(=O)OC(C)(C)C)C(=O)N[C@H](C(=O)NCC1=C(C=CC(=C1)OCCN(C)C(=O)OC(C)(C)C)C)CCC1=CC=CC=C1